C(C)(C)(C)OC(=O)N1C(C2=CC=CC=C2C1)OC(F)F (difluoromethoxy)isoindoline-2-carboxylic acid tert-butyl ester